COC1=CC2=C(N=C(S2)S)C=C1 6-methoxybenzo[d]thiazole-2-thiol